Ethyl (S)-2-((4-fluorophenyl)sulfonamido)-4-oxo-4-(3-(2-(5,6,7,8-tetrahydro-1,8-naphthyridin-2-yl)ethyl)azetidin-1-yl)butanoate FC1=CC=C(C=C1)S(=O)(=O)N[C@H](C(=O)OCC)CC(N1CC(C1)CCC1=NC=2NCCCC2C=C1)=O